CC1=NNC2=CC=C(C=C12)C1=CN=C2N1N=C(C=C2)N2CCS(CC2)(=O)=O 4-(3-(3-methyl-1H-indazol-5-yl)imidazo[1,2-b]pyridazin-6-yl)thiomorpholine 1,1-dioxide